ClC1=NC2=CC(=C(C=C2C(=N1)NCC=1C(NC(=CC1C)C)=O)OC)OC 3-(((2-chloro-6,7-dimethoxyquinazolin-4-yl)amino)methyl)-4,6-dimethylpyridin-2(1H)-one